BrC1=C(C=C2C[C@H](N(C(C2=C1)C(=O)O)C(=O)OCC1C2=CC=CC=C2C=2C=CC=CC12)C)OC (3R)-7-bromo-2-(9H-fluoren-9-ylmethoxycarbonyl)-6-methoxy-3-methyl-3,4-dihydro-1H-isoquinoline-1-carboxylic acid